N(=C=O)CC1=CC(=CC(=C1)CN=C=O)CN=C=O 1,3,5-Triisocyanatomethylbenzene